(2-(3,4-dimethoxyphenyl)-3-isopropyl-1H-indol-5-yl)(hexahydropyrrolo[3,4-c]pyrrol-2(1H)-yl)methanone hydrochloride Cl.COC=1C=C(C=CC1OC)C=1NC2=CC=C(C=C2C1C(C)C)C(=O)N1CC2CNCC2C1